(2R,4S)-1-METHOXY-4-METHYLHEX-5-EN-2-OL COC[C@@H](C[C@@H](C=C)C)O